(2S,4R)-4-fluoro-N-[(S)-[6-fluoro-5-(propan-2-yl)pyridin-2-yl](phenyl)methyl]-1-[2-(1,3-oxazol-2-yl)acetyl]pyrrolidine-2-carboxamide F[C@@H]1C[C@H](N(C1)C(CC=1OC=CN1)=O)C(=O)N[C@@H](C1=CC=CC=C1)C1=NC(=C(C=C1)C(C)C)F